CC(CC(=O)O[C@@H]1[C@H](O[C@H]([C@]1(C)F)N1C2=NC(=NC(=C2N=C1)NC)N)COC(CC)=O)C (2R,3R,4R,5R)-5-(2-amino-6-(methylamino)-9H-purin-9-yl)-4-fluoro-4-methyl-2-((propionyloxy)methyl)tetrahydrofuran-3-yl 3-methylbutanoate